(1S,2R,4R)-N-(2-((E)-3-(hydroxyamino)-3-oxoprop-1-en-1-yl)phenyl)-7-oxabicyclo[2.2.1]heptane-2-carboxamide ONC(/C=C/C1=C(C=CC=C1)NC(=O)[C@H]1[C@@H]2CC[C@H](C1)O2)=O